NC=1C=C2CCC(N(C2=CC1)[C@@H](C)C1=CC=CC=C1)=O (S)-6-amino-1-(1-phenylethyl)-3,4-dihydroquinolin-2(1H)-one